[Na].C(CCCCCCCCCCC)(=O)N[C@@H](C)C(=O)O N-lauroyl-L-alanine sodium